methyl 4-(((1r,4r)-4-(2-aminoethoxy)cyclohexyl)oxy)butanoate NCCOC1CCC(CC1)OCCCC(=O)OC